methyl 4-[(2S,4S)-4-(tert-butoxycarbonylamino)-2-methyl-pyrrolidin-1-yl]-2-methyl-indazole-7-carboxylate C(C)(C)(C)OC(=O)N[C@H]1C[C@@H](N(C1)C=1C2=CN(N=C2C(=CC1)C(=O)OC)C)C